chloromethyl (3-methyl-1-phenyl-1H-pyrazol-5-yl) carbonate C(OCCl)(OC1=CC(=NN1C1=CC=CC=C1)C)=O